N-(4-(cyclopropyl(methyl)amino)-2-(4,4-difluorocyclohexyl)pyridin-3-yl)-2-isopropylpyrimidine-5-carboxamide C1(CC1)N(C1=C(C(=NC=C1)C1CCC(CC1)(F)F)NC(=O)C=1C=NC(=NC1)C(C)C)C